N(=[N+]=[N-])CC1(COC1)CN=[N+]=[N-].[K] potassium 3,3-bis-azidomethyloxetane